1,2-dihydropyridin N1CC=CC=C1